CC1(C(N(C2=CC=CC(=C12)C=1C=NC(=C(C(=O)NC2=CC=C(C=C2)F)C1)C)C1=NC=CC=N1)=O)C 5-(3,3-dimethyl-2-oxo-1-(pyrimidin-2-yl)indolin-4-yl)-N-(4-fluorophenyl)-2-methylnicotinamide